5-(4-fluorophenyl)-N-(pyridin-2-yl)picolinamide FC1=CC=C(C=C1)C=1C=CC(=NC1)C(=O)NC1=NC=CC=C1